N-methoxy-N-methyl-1-(4-(trifluoromethyl)phenyl)-1,2,3,4-tetrahydroquinoline-3-carboxamide CON(C(=O)C1CN(C2=CC=CC=C2C1)C1=CC=C(C=C1)C(F)(F)F)C